C1(=CC=CC=C1)CC(=O)NC1=CC(=CC=C1)CNC1=NC=C(C2=C1CCO2)C=2C=NN(C2)C2OCCCC2 2-Phenyl-N-(3-(((7-(1-(tetrahydro-2H-pyran-2-yl)-1H-pyrazol-4-yl)-2,3-dihydrofuro[3,2-c]pyridin-4-yl)amino)methyl)phenyl)acetamide